NC1=NC(=CC2=C1NC(=N2)SC2=C(C(=CC=C2)Cl)Cl)N2CCC1(CC2)[C@@H](C2=CC=CC=C2C1)CC(C)(S(=O)N)C ((S)-1'-(4-amino-2-((2,3-dichlorophenyl)thio)-3H-imidazo[4,5-c]pyridin-6-yl)-1,3-dihydrospiro[inden-2,4'-piperidin]-1-yl)-2-methylpropan-2-sulfinamide